6-(3'-(3-(4-formylphenyl)-[1,2,4]triazolo[4,3-a]pyridin-7-yl)-2,2'-dimethyl-[1,1'-biphenyl]-3-yl)-2-methoxynicotinaldehyde C(=O)C1=CC=C(C=C1)C1=NN=C2N1C=CC(=C2)C=2C(=C(C=CC2)C2=C(C(=CC=C2)C2=NC(=C(C=O)C=C2)OC)C)C